6-amino-4-(((trans)-2-methoxycyclopentyl)amino)nicotinnitrile NC1=NC=C(C#N)C(=C1)N[C@H]1[C@@H](CCC1)OC